NC=1N=CC2=C(N1)C=C(N=C2)C=2C=NC(=CC2)N2CCN(CC2)CCC 2-amino-7-(6-(4-propylpiperazin-1-yl)pyridin-3-yl)pyrido[4,3-d]pyrimidine